ClC=1C=CC2=C(C=C(O2)C(C(=O)N[C@@H]([C@H](O)C2=CC3=C(OCCO3)C=C2)CN2CC3(C2)CCC3)(F)F)C1 2-(5-chlorobenzofuran-2-yl)-N-((1r,2r)-1-(2,3-dihydrobenzo[b][1,4]dioxin-6-yl)-1-hydroxy-3-(2-azaspiro[3.3]heptan-2-yl)propan-2-yl)-2,2-difluoroacetamide